CC=1N=C(SC1C)[N+]=1N(N=NC1C1=CC(=CC=C1)OCC(=O)O)C1=CC=C(C=C1)S(=O)(=O)O (4,5-dimethylthiazol-2-yl)-5-(3-carboxymethoxyphenyl)-2-(4-sulfo-phenyl)-2H-tetrazolium